(R)-1-(4-(amino(4,5-dichloro-2-hydroxyphenyl)methyl)piperidin-1-yl)-2-(dimethylamino)ethan N[C@H](C1CCN(CC1)CCN(C)C)C1=C(C=C(C(=C1)Cl)Cl)O